8-chloro-12,12,17-trimethyl-2λ6-thia-3,9,11,18,23-pentaazatetracyclo[17.3.1.111,14.05,10]tetracosa-1(22),5,7,9,19(23),20-hexaene-2,2,4-trione ClC1=CC=C2C(NS(C3=CC=CC(NC(CCC4CC(N(C2=N1)C4)(C)C)C)=N3)(=O)=O)=O